N1(CCC1)[C@H](COC)C1=NNC(=N1)C=1N(C2=C(C(=C(C=C2C1N1C=NC=C1)OC)Cl)F)C (S)-2-(3-(1-(azetidin-1-yl)-2-methoxyethyl)-1H-1,2,4-triazol-5-yl)-6-chloro-7-fluoro-3-(1H-imidazol-1-yl)-5-methoxy-1-methyl-1H-indole